NC1=NC(=NC2=C(C=CC=C12)C=1C=C(C=CC1)NC(C#C)=O)NC=1C=NC(=CC1)N1CCOCC1 N-(3-(4-amino-2-((6-morpholinylpyridin-3-yl)amino)quinazolin-8-yl)phenyl)propynamide